(3R)-2'-(6-amino-5-{[1-(4-methyl-1,3-thiazol-2-yl)ethyl]oxy}pyridin-3-yl)-N-ethyl-5',6'-dihydrospiro[pyrrolidine-3,4'-pyrrolo[1,2-b]pyrazole]-1-carboxamide NC1=C(C=C(C=N1)C=1C=C2N(N1)CC[C@]21CN(CC1)C(=O)NCC)OC(C)C=1SC=C(N1)C